CC(CCOC(CC(C)(C)C)(C)C)C 1,1,3,3-tetramethyl-butyl 3-methyl-butyl ether